[Rh].[Pt].ClC=1C=C2C=C(C=NC2=C(C1)C=1SC2=C(N1)C=C(C1=C2C[C@@H](O1)CO)F)OC (R)-(2-(6-chloro-3-methoxyquinolin-8-yl)-5-fluoro-7,8-dihydrobenzofuro[5,4-d]thiazol-7-yl)methanol Platinum-Rhodium